5-[8-dimethylamino-1-(3-methoxy-propyl)-2-oxo-8-phenyl-1,3-diazaspiro[4.5]decan-3-yl]-4-methoxy-pyrimidine-2-carbonitrile CN(C1(CCC2(CN(C(N2CCCOC)=O)C=2C(=NC(=NC2)C#N)OC)CC1)C1=CC=CC=C1)C